2-((2-((4-(((1-(2-(2,6-dioxopiperidin-3-yl)-1,3-dioxoisoindolin-5-yl)piperidin-4-yl)amino)methyl)-2-methoxyphenyl)amino)-5-(trifluoromethyl)pyrimidin-4-yl)amino)-N-methylbenzamide O=C1NC(CCC1N1C(C2=CC=C(C=C2C1=O)N1CCC(CC1)NCC1=CC(=C(C=C1)NC1=NC=C(C(=N1)NC1=C(C(=O)NC)C=CC=C1)C(F)(F)F)OC)=O)=O